CC1(C2=CC=CC=C2N2C1=NC1=CC=CC=C1C2=O)SC2=CC=C(C=C2)C 6-methyl-6-(p-tolylthio)indolo[2,1-b]quinazolin-12(6H)-one